CC=1C=C2C(C=C(OC2=CC1)C1=CC=CC=C1)=O 6-methylflavone